C(CCCCCC)(=O)OOC(C)(C)C t-butyl peroxyheptanoate